CN(C)CC1=CC=C(C=C1)S(=O)(N)=NC(NC1=C2C(=NC3=C1CCC3)C(CC2)C)=O 4-((dimethylamino)methyl)-N'-((3-methyl-1,2,3,5,6,7-hexahydrodicyclopenta[b,e]pyridin-8-yl)carbamoyl)benzenesulfonimidamide